3-Amino-6-methoxy-N-(3,3,3-trifluoro-2-(4-methoxybenzylamino)-2-methylpropyl)-5-(trifluoromethyl)picolinamide NC=1C(=NC(=C(C1)C(F)(F)F)OC)C(=O)NCC(C(F)(F)F)(C)NCC1=CC=C(C=C1)OC